FC1=CC=C(C=C1)S(=O)(=O)NC(C1=CC=CC=C1)=O N-((4-fluorophenyl)sulfonyl)benzamide